(E)-1-(4-methoxyphenyl)-2-methylpent-1-en-3-one COC1=CC=C(C=C1)\C=C(\C(CC)=O)/C